1-((3,4-dimethylbenzyl)oxy)propan CC=1C=C(COCCC)C=CC1C